phenyl-1H-pyrrole-3-carboxylic acid C1(=CC=CC=C1)N1C=C(C=C1)C(=O)O